2-methyl-5-(pyrrolidin-2-ylmethoxy)-N-(1-(quinolin-5-yl)cyclopropyl)benzamide CC1=C(C(=O)NC2(CC2)C2=C3C=CC=NC3=CC=C2)C=C(C=C1)OCC1NCCC1